(S)-4-(3-(5-(trifluoromethyl)pyridin-2-yloxy)pyrrolidin-1-yl)biphenyl-3-ol FC(C=1C=CC(=NC1)O[C@@H]1CN(CC1)C1=C(C=C(C=C1)C1=CC=CC=C1)O)(F)F